2-(7-chloro-3-methylthieno[3,2-b]pyridin-6-yl)propan-2-ol ClC1=C2C(=NC=C1C(C)(C)O)C(=CS2)C